5-methylflavone CC1=C2C(C=C(OC2=CC=C1)C1=CC=CC=C1)=O